FC(C=1C(=NC(=CC1)N1C=NC2=C1C=C(C(=C2)NC=2N=NC(=CC2)C)OC2COC2)N2N=C(C=C2C)C#N)F 1-[3-(difluoromethyl)-6-[5-[(6-methylpyridazin-3-yl)amino]-6-(oxetan-3-yloxy)benzimidazol-1-yl]-2-pyridyl]-5-methyl-pyrazole-3-carbonitrile